FC1=CC=C(C=C2CNCC(C2=O)=CC2=CC=C(C=C2)F)C=C1 3,5-bis(4-fluorobenzylidene)piperidin-4-one